ClC=1C2=C(N=CN1)C(=CS2)C2=CC=CC=C2 4-chloro-7-phenyl-thieno[3,2-d]pyrimidine